C(=O)O.C(#N)C1=CC=C(C=N1)C1=C(C(=NC=C1C1=CC(=C(C=C1)OC)O)N1CCC(CC1)NCC=1C=CC(=NC1)/C=C/C(=O)NO)OC (E)-3-(5-(((1-(6-Cyano-5'-(3-hydroxy-4-methoxyphenyl)-3'-methoxy-[3,4'-bipyridin]-2'-yl)piperidin-4-yl)amino)methyl)pyridin-2-yl)-N-hydroxyacrylamide formate